N-((1-(2,2-difluoroethyl)-1H-pyrazol-5-yl)methyl)-2-((1-((dimethylamino)methyl)cyclopropyl)methoxy)-7-(8-ethylnaphthalen-1-yl)-5,6,7,8-tetrahydropyrido[3,4-d]pyrimidin-4-amine FC(CN1N=CC=C1CNC=1C2=C(N=C(N1)OCC1(CC1)CN(C)C)CN(CC2)C2=CC=CC1=CC=CC(=C21)CC)F